CC1=CC(=C(C(=C1)C)Cl)C chloromesitylene